n-Heptadecanoyl-coenzyme A lithium salt [Li].C(CCCCCCCCCCCCCCCC)(=O)SCCNC(CCNC([C@@H](C(COP(OP(OC[C@@H]1[C@H]([C@H]([C@@H](O1)N1C=NC=2C(N)=NC=NC12)O)OP(=O)(O)O)(=O)O)(=O)O)(C)C)O)=O)=O